((5S,8s)-4,4-difluoro-1-oxaspiro[4.5]decan-8-yl)-4-(5-(5-fluoro-2-methoxypyridin-4-yl)-1H-pyrazole-3-carbonyl)-4-azaspiro[2.5]octane-7-carboxamide FC1(CCOC12CCC(CC2)C2CC21N(CCC(C1)C(=O)N)C(=O)C1=NNC(=C1)C1=CC(=NC=C1F)OC)F